[K].C(C=C)C1=C(C=CC=C1)O 2-allylphenol potassium salt